acryloyloxyethoxynonyl-phosphorylcholine C(C=C)(=O)OCCOCCCCCCCCCP(=O)=C(O)C[N+](C)(C)C